N3-Methyl-5-(trifluoromethyl)-N2-(3-(1,2,2-trimethyl-2,3-dihydro-1H-pyrrolo[2,3-c]pyridin-5-yl)-1,2,4-thiadiazol-5-yl)pyridine-2,3-diamine hydrochloride Cl.CNC=1C(=NC=C(C1)C(F)(F)F)NC1=NC(=NS1)C=1C=C2C(=CN1)N(C(C2)(C)C)C